3,4-dimethyl-1,2,3-pentanetriol CC(C(CO)O)(C(C)C)O